C(C1=CC=CC=C1)OC1=NC(=CC=C1C1=NN(C2=CC(=CC=C12)N1C[C@@H]([C@H](CC1)N(C(OC(C)(C)C)=O)C)C)C)OCC1=CC=CC=C1 tert-Butyl N-[(3S,4S)-1-[3-(2,6-dibenzyloxy-3-pyridyl)-1-methyl-indazol-6-yl]-3-methyl-4-piperidyl]-N-methyl-carbamate